CC=1C(=C(C(=C(C1O)C=1C(=C(C(=C(C1Br)Br)Br)Br)O)C)C)C tetramethyl-tetrabromobiphenol